C1(CC1)CNC1=C2C(=NC=3C=C(C(=CC13)OC)OCCCN1CC3(COC3)CC1)CCC2 N-(cyclopropylmethyl)-7-methoxy-6-(3-{2-oxa-6-azaspiro[3.4]octan-6-yl}propoxy)-1H,2H,3H-cyclopenta[b]quinolin-9-amine